NCC(CN1N=CN(C1=O)C1=NC=C(C=C1C)C#CC=1C=NC(=CC1)N1CCOCC1)=C(F)F 2-[2-(aminomethyl)-3,3-difluoro-allyl]-4-[3-methyl-5-[2-(6-morpholino-3-pyridyl)ethynyl]-2-pyridyl]-1,2,4-triazol-3-one